4-aminopyrazolo[1,5-a]quinoxaline-8-carboxylic acid NC=1C=2N(C3=CC(=CC=C3N1)C(=O)O)N=CC2